NCCNCCC[SiH2]OC (aminoethyl)aminopropylmethoxysilane